tert-butyl (1-(6-amino-5-((3-chloro-2-(2-(dimethylamino)-2-oxoacetamido)pyridin-4-yl)thio)pyrazin-2-yl)-4-methylpiperidin-4-yl)carbamate NC1=C(N=CC(=N1)N1CCC(CC1)(C)NC(OC(C)(C)C)=O)SC1=C(C(=NC=C1)NC(C(=O)N(C)C)=O)Cl